methyl 4-amino-1-(4-formylphenyl)-2-oxo-7-(trifluoromethyl)-1,2-dihydroquinoline-3-carboxylate NC1=C(C(N(C2=CC(=CC=C12)C(F)(F)F)C1=CC=C(C=C1)C=O)=O)C(=O)OC